N-(2-(Piperidin-1-yl)ethyl)-3-(p-tolylamino)quinoxaline-2-carboxamide N1(CCCCC1)CCNC(=O)C1=NC2=CC=CC=C2N=C1NC1=CC=C(C=C1)C